NC1=CC=C(C=C1)CCN1C(OC(C1=O)CC)C=1C(=NN(C1)C1=CC=C(C=C1)Br)C1=CC=C(C=C1)F 3-(4-aminophenylethyl)-2-(1-(4-bromophenyl)-3-(4-fluorophenyl)-1H-pyrazol-4-yl)-5-ethyloxazolidin-4-one